N[C@H]1[C@@H](C2=C(N(C1=O)CC)N(N=C2)C2=CC=CC=C2)C2=CC(=CC=C2)[N+](=O)[O-] |r| rac-(4R,5S)-5-amino-7-ethyl-4-(3-nitrophenyl)-1-phenyl-4H,5H-pyrazolo[3,4-b]pyridin-6-one